(E)-1-(4-aminophenyl)-2-((4-(benzyloxy)-1H-indol-3-yl)methylene)hydrazin-1-ium acetate C(C)(=O)[O-].NC1=CC=C(C=C1)[NH2+]/N=C/C1=CNC2=CC=CC(=C12)OCC1=CC=CC=C1